ethyl 2,2-dichloro-2-diethoxyphosphoryl-acetate ClC(C(=O)OCC)(P(=O)(OCC)OCC)Cl